(4,6-diamino-2-(5-fluoro-1-(2-fluorobenzyl)-1H-pyrazolo[3,4-b]pyridin-3-yl)pyrimidin-5-yl)tetrahydrofuran-2-carboxamide NC1=NC(=NC(=C1C1(OCCC1)C(=O)N)N)C1=NN(C2=NC=C(C=C21)F)CC2=C(C=CC=C2)F